4-(3-(2-(2-Aminoethoxy)ethoxy)propyl)-2-(2,6-dioxopiperidin-3-yl)propane NCCOCCOCCCC1C(C(NC(C1)=O)=O)C(C)C